CN1C=C(C=CC1=O)B1OC(C)(C)C(C)(C)O1 1-methyl-6-oxo-1,6-Dihydropyridine-3-boronic acid pinacol ester